3-bromo-1-(difluoromethyl)-5-methyl-pyridin-2-one BrC=1C(N(C=C(C1)C)C(F)F)=O